O1CCC1 1-oxacyclobutane